N1=C(N=CN=C1)NC1=CC=CC=C1 1,3,5-triazinyl-phenyl-amine